C(C)(C)(C)OC(=O)[C@H]1[C@@H](C1)CC(CCCO)(F)F.BrC=1C=CC(=C(C1)S(=O)(=O)N1[C@H](CCC(C1)(F)F)CNC(C)=O)C |&1:7,8| (R)-N-((1-((5-bromo-2-methylphenyl)sulfonyl)-5,5-difluoropiperidin-2-yl)methyl)acetamide tert-butyl-rac-(1R,2S)-2-(2,2-difluoro-5-hydroxypentyl)cyclopropane-1-carboxylate